N-[(5-ethyl-1H-1,2,4-triazol-3-yl)carbamothioyl]benzamide C(C)C1=NC(=NN1)NC(=S)NC(C1=CC=CC=C1)=O